NC1=NC(=C(C=C1C=1C=C2CCNC(C2=CC1)=O)C1=CC(=CC=C1)C1(COC1)CC1=NN=CN1C)F 6-(2-amino-6-fluoro-5-(3-(3-((4-methyl-4H-1,2,4-triazol-3-yl)methyl)oxetan-3-yl)phenyl)pyridin-3-yl)-3,4-dihydroisoquinolin-1(2H)-one